NCCC[Si](OCC)(OCC)C 3-aminopropylmethyldiethoxysilan